C(=O)O.NC1=C(C=CC(=C1)C(F)(F)F)C1=NN=C(C2=CC=CC=C12)N[C@H]1CN(CCC1)C 4-[2-amino-4-(trifluoromethyl)phenyl]-N-[(3R)-1-methylpiperidin-3-yl]phthalazin-1-amine formate